((((oxybis(ethane-2,1-diyl)) bis(oxy)) bis(5-methoxy-2-nitro-4,1-phenylene)) bis(methylene)) bis(carbonate) C(OCC1=C(C=C(C(=C1)OC)OCCOCCOC1=CC(=C(C=C1OC)COC([O-])=O)[N+](=O)[O-])[N+](=O)[O-])([O-])=O